2-chloro-4-[4-(cyclohexyloxy)-2-methylanilino]Pyridine-3-carbonitrile ClC1=NC=CC(=C1C#N)NC1=C(C=C(C=C1)OC1CCCCC1)C